3-[3-[(E)-3-Oxo-3-phenylprop-1-enyl]phenoxy]propanoic acid O=C(/C=C/C=1C=C(OCCC(=O)O)C=CC1)C1=CC=CC=C1